C(C1=CC=CC=C1)OCC1CCC(CC1)N1N=C2C=C(C(=CC2=C1)C(=O)O)OC(C)C 2-[4-(benzyloxymethyl)cyclohexyl]-6-isopropoxy-indazole-5-carboxylic acid